6-(4-(trifluoromethyl)phenoxy)pyridine-3-sulfonamide FC(C1=CC=C(OC2=CC=C(C=N2)S(=O)(=O)N)C=C1)(F)F